C(C)OC=1C=2N(C=C(C1)C(=O)O)C=C(N2)C2COCCC2 8-ethoxy-2-(tetrahydro-2H-pyran-3-yl)imidazo[1,2-a]pyridine-6-carboxylic acid